FC1=C(OC2=C(C=C(C=C2)S(=O)(=O)C)C=2C3=C(C(N(C2)C)=O)NC=C3)C=C(C=C1)C 4-[2-(2-fluoro-5-methylphenoxy)-5-(methylsulfonyl)phenyl]-6-methyl-1,6-dihydro-7H-pyrrolo[2,3-c]pyridin-7-one